1-(5-(3-((5-cyano-4-(4-fluorophenyl)thiazol-2-yl)(methyl)amino)-2-ethylimidazo[1,2-a]pyridin-6-yl)pyridin-2-yl)-N-(1-(hydroxymethyl)cyclopropyl)azetidine-3-carboxamide C(#N)C1=C(N=C(S1)N(C1=C(N=C2N1C=C(C=C2)C=2C=CC(=NC2)N2CC(C2)C(=O)NC2(CC2)CO)CC)C)C2=CC=C(C=C2)F